C(C1=CC=CC=C1)N1N=C2C(N(CCC2=C1Cl)[C@@H]1C(N(C2=C(OC1)C=C(C(=C2)O)O)C)=O)=O (S)-3-(2-benzyl-3-chloro-7-oxo-2,4,5,7-tetrahydro-6H-pyrazolo[3,4-c]pyridin-6-yl)-7,8-dihydroxy-5-methyl-2,3-dihydrobenzo[b][1,4]oxazepin-4(5H)-one